Cl.C1CCN2C1=C(C=1C=CC=CC21)C2=NOC(=N2)[C@@H]2[C@@H](CNCC2)F 3-(2,3-dihydro-1H-pyrrolo[1,2-a]indol-9-yl)-5-((3S,4R)-3-fluoropiperidin-4-yl)-1,2,4-oxadiazole hydrochloride